4-(2-((4-(morpholinyl-3,3,5,5-d4)phenyl)amino)pyrimidin-4-yl)benzoic acid potassium salt [K+].N1(C(COCC1([2H])[2H])([2H])[2H])C1=CC=C(C=C1)NC1=NC=CC(=N1)C1=CC=C(C(=O)[O-])C=C1